FCCCN1C[C@H](CC1)OC1=CC=C(C=C1)C1=C(CCSC2=C1C=CC(=C2)O)C2=CC=C(C=C2)OC(F)(F)F 5-[4-[(3S)-1-(3-fluoropropyl)pyrrolidin-3-yl]oxyphenyl]-4-[4-(trifluoromethoxy)phenyl]-2,3-dihydro-1-benzothiepin-8-ol